6-fluoro-3-(2-methoxyethyl)-1,3,4,9-tetrahydro-[1,2,6]thiadiazino[4,3-g]indole-7-carbonitrile 2,2-dioxide FC=1C=2C(=CNC2C2=C(C1)CN(S(N2)(=O)=O)CCOC)C#N